4-[2-(4-fluoro-6-{[(2-methoxyethyl)amino]methyl}-1-oxo-3H-isoindol-2-yl)-6-(trifluoromethyl)pyridin-4-yl]-3-(4-methyl-1,2,4-triazol-3-yl)benzonitrile FC1=C2CN(C(C2=CC(=C1)CNCCOC)=O)C1=NC(=CC(=C1)C1=C(C=C(C#N)C=C1)C1=NN=CN1C)C(F)(F)F